3-2-aminoethyl-3-aminopropylmethyldimethoxysilane NCCC(CC[Si](OC)(OC)C)N